C1CC12CN(C2)C2=CC=CC(=N2)Cl 6-{5-Azaspiro[2.3]hexan-5-yl}-2-chloropyridin